triazine bicarbonate C(O)(O)=O.N1=NN=CC=C1